C1(=CC=CC=C1)C(=O)C1=CC(=CC=C1)C=C phenyl-(3-vinylphenyl)methanone